FC1=CC=C(CC2=CC3=C(OCCCN3)N=C2)C=C1 8-(4-fluorobenzyl)-1,2,3,4-tetrahydropyrido[2,3-b][1,4]oxazepine